C(C1=CC=CC=C1)N1C[C@@H]2C([C@@H]2C1)C=C (1R,5S,6S)-3-benzyl-6-ethenyl-3-azabicyclo[3.1.0]hexane